(2R,4S)-5,5-dihydroxy-9-{1-[(1H-imidazol-4-yl)acetyl]azetidin-3-yl}oxy-6-oxa-5-boranuidatricyclo[5.4.0.02,4]undeca-1(11),7,9-triene-8-carboxylic acid disodium salt [Na+].[Na+].O[B-]1([C@H]2C[C@H]2C2=CC=C(C(=C2O1)C(=O)O)OC1CN(C1)C(CC=1N=CNC1)=O)O.O[B-]1([C@H]2C[C@H]2C2=CC=C(C(=C2O1)C(=O)O)OC1CN(C1)C(CC=1N=CNC1)=O)O